C(C1=CC=CC=C1)N1C[C@]([C@@H](C1)C(=O)OC)(C(=O)OC)C trans-Dimethyl 1-benzyl-3-methylpyrrolidine-3,4-dicarboxylate